ClC1=NC=2N(C=C1)N=CC2C=2N(C=CN2)C 5-chloro-3-(1-methyl-1H-imidazol-2-yl)pyrazolo[1,5-a]pyrimidine